C(C)(C)(C)OC(=O)N1CC2(CC2)C(C1)C1N=C(C2=CC=CC=C2C1)C1=CC=C(C=C1)F 5-(tert-butoxycarbonyl)-5-azaspiro[2.4]heptan-7-yl-(1S)-1-(4-fluorophenyl)-3,4-dihydroisoquinoline